CN1N=NC(=C1NC(O[C@H](C)C=1C(=NC=CC1)Cl)=O)C1=NC=C(C=C1)NC(=O)C1(CC1)C1=CC(=NO1)C (R)-1-(2-chloropyridin-3-yl)ethyl (1-methyl-4-(5-(1-(3-methylisoxazol-5-yl)cyclopropane-1-carboxamido)pyridin-2-yl)-1H-1,2,3-triazol-5-yl)carbamate